5-(4-(4-(3,3-dimethylindolin-1-yl)phenyl)thiazol-2-yl)-3-fluoro-2-hydroxybenzaldehyde CC1(CN(C2=CC=CC=C12)C1=CC=C(C=C1)C=1N=C(SC1)C=1C=C(C(=C(C=O)C1)O)F)C